2-(2-tolyl)-2-methoxyiminoacetamide C1(=C(C=CC=C1)C(C(=O)N)=NOC)C